FC1=CC(=C2C=CNC2=C1)C1=C(C(=C(N1)C(=O)O)C1=CNC2=CC=CC=C12)C(C)C 5-(6-fluoro-1H-indol-4-yl)-3-(1H-indol-3-yl)-4-isopropyl-1H-pyrrole-2-carboxylic acid